C1=CC=C2N1C1=C(COC2)C=CC(=C1)N1C(O[C@H](C1)CNC(OC)=S)=O O-methyl N-[[(5S)-3-(4,6-dihydropyrrolo[1,2-a][4,1]benzoxazepin-9-yl)-2-oxo-oxazolidin-5-yl]methyl]carbamothioate